FC=1C(=CC2=C(N(C=N2)C2=CC=C(C=N2)C#N)C1)NC=1N=NC(=CC1)CCN1CC(C1)OC 6-[6-fluoro-5-[[6-[2-(3-methoxyazetidin-1-yl)ethyl]pyridazin-3-yl]amino]benzimidazol-1-yl]pyridine-3-carbonitrile